C(CCC)OC(=O)N1C(CCC1)C(=O)O butoxycarbonylpyrrolidine-2-carboxylic acid